ClC1=CC=C(N=N1)NC1CC2(CN(C2)C(=O)OC(C)(C)C)C1 tert-Butyl 6-((6-chloropyridazin-3-yl)amino)-2-azaspiro[3.3]heptane-2-carboxylate